C(C)C1(CC2C(C(OC2=O)=O)C2=CC=CC=C12)C1C(OC(C1)O)O 1,3,3a,4,5,9b-hexahydro-5-ethyl-5-(tetrahydro-2,5-bisoxyl-3-furanyl)-naphtho[1,2-c]-furan-1,3-dione